C(#N)[B-](C#N)(C#N)C#N.C[N+](CCCC)(C)C trimethylbutylammonium tetracyanoborate